C(C)(C)N1N=C(C2=C1CN(C2)C#N)C2=CC=CC=C2 1-isopropyl-3-phenyl-4,6-dihydropyrrolo[3,4-c]pyrazole-5(1H)-carbonitrile